4-fluoro-5-(1H-imidazol-1-yl)-2-(3-(piperidin-4-ylthio)-1,2,4-triazin-6-yl)phenol FC1=CC(=C(C=C1N1C=NC=C1)O)C1=CN=C(N=N1)SC1CCNCC1